C(C)(C)(C)OC(C1=C(C=C(C=C1)N1CCC2(C[C@@H](N(C2)C2=CC(=C(C=C2)C#N)Cl)C)CC1)F)=O (S)-4-(2-(3-chloro-4-cyanophenyl)-3-methyl-2,8-diazaspiro[4.5]dec-8-yl)-2-fluorobenzoic acid tert-butyl ester